NC1=CC=CC(=N1)S(=O)(=O)NC(=O)C=1C(=NC(=CC1)C1=CC(=CC(=C1)OCC(C)C)F)N1[C@@H](CCC1)C1=CC=CC=C1 N-[(6-Amino-2-pyridyl)sulfonyl]-6-(3-fluoro-5-isobutoxyphenyl)-2-[(2S)-2-phenylpyrrolidin-1-yl]pyridin-3-carboxamid